C1(CC1)C=1N=NN(C1/C=C/C1CCN(CC1)C1=NC=C(C(=O)O)C=C1)C1=C(C=CC=C1Cl)Cl (E)-6-(4-(2-(4-cyclopropyl-1-(2,6-dichlorophenyl)-1H-1,2,3-triazol-5-yl)vinyl)piperidin-1-yl)nicotinic acid